N-(7-(2-morpholinoethoxy)-4-(quinolin-6-ylamino)quinazolin-6-yl)acrylamide O1CCN(CC1)CCOC1=C(C=C2C(=NC=NC2=C1)NC=1C=C2C=CC=NC2=CC1)NC(C=C)=O